NC=1OC2=C(C=C(C=C2C(C1C=O)=O)C)C 2-AMINO-6,8-DIMETHYL-4-OXO-4H-CHROMENE-3-CARBALDEHYDE